C(C)C1=CC2=C(C(=NNC2=O)C(C)C)O1 2-ethyl-7-isopropyl-5H-furo[2,3-d]pyridazin-4-one